N-(2-(4-(4-cyclopropylpiperazine-1-yl)piperidine-1-yl)-5-((6-((R)-3-(3,5-difluorophenyl)-isoxazolidine-2-yl)pyrimidine-4-yl)amino)-4-methoxyphenyl)-2-fluoroacrylamide C1(CC1)N1CCN(CC1)C1CCN(CC1)C1=C(C=C(C(=C1)OC)NC1=NC=NC(=C1)N1OCC[C@@H]1C1=CC(=CC(=C1)F)F)NC(C(=C)F)=O